3-(3-((2-(Cyclohexylmethyl)-1H-imidazol-1-yl)methyl)-4-methylphenyl)-3-(1,4-dimethyl-1H-benzo[d][1,2,3]triazol-5-yl)-2,2-dimethylpropanoic acid, trifluoroacetic acid salt FC(C(=O)O)(F)F.C1(CCCCC1)CC=1N(C=CN1)CC=1C=C(C=CC1C)C(C(C(=O)O)(C)C)C1=C(C2=C(N(N=N2)C)C=C1)C